ClC1=CC=C(OC2=CC=C(C=C2)N2C(=NC(=C2)C2CCN(CC2)CCCCC2=CNC3=CC=C(C=C23)C#N)C2CCC2)C=C1 3-(4-(4-(1-(4-(4-chlorophenoxy)phenyl)-2-cyclobutyl-1H-imidazol-4-yl)piperidin-1-yl)butyl)-1H-indole-5-carbonitrile